C(CCCC)OC(CCC(=O)OCCCCCCCC(CCCCCCCOC(CCC(OCCCCC)OCCCCC)=O)N(CCC1N(CCC1)C)C(=O)SCCCCCCC)OCCCCC 8-(((heptylthio)carbonyl)(2-(1-methylpyrrolidin-2-yl)ethyl)amino)pentadecane-1,15-diyl bis(4,4-bis(pentyloxy)butanoate)